5-([1,2,4]triazolo[1,5-a]pyridin-7-yl)-4-(methoxy-d3)-N-((1s,4s)-4-methoxycyclohexyl)-7H-pyrrolo[2,3-d]pyrimidin-2-amine N=1C=NN2C1C=C(C=C2)C2=CNC=1N=C(N=C(C12)OC([2H])([2H])[2H])NC1CCC(CC1)OC